N1=CN=C(C=2N=CCNC12)O 7,8-dihydropteridin-4-ol